N-(4-(2-((4-(dimethylamino)-3-fluorocyclohexyl)amino)-8-ethylpyrido[3,2-d]pyrimidin-6-yl)-2-fluoro-phenyl)-3,3,3-trifluoropropane-1-sulfonamide CN(C1C(CC(CC1)NC=1N=CC2=C(N1)C(=CC(=N2)C2=CC(=C(C=C2)NS(=O)(=O)CCC(F)(F)F)F)CC)F)C